The molecule is a tetrahydroxyflavanone that is (S)-naringenin substituted by an additional hydroxy group at position 6. It has a role as a plant metabolite. It is a tetrahydroxyflavanone, a member of 4'-hydroxyflavanones and a (2S)-flavan-4-one. It derives from a (S)-naringenin. C1[C@H](OC2=C(C1=O)C(=C(C(=C2)O)O)O)C3=CC=C(C=C3)O